2-(3-fluoro-5-nitrophenyl)ethylamine FC=1C=C(C=C(C1)[N+](=O)[O-])CCN